NC1=C2N=CN(C2=NC=N1)C1=CC=C(C=C1)[C@H](C)NCCC1=NN(C(=C1C(=O)OCC)CC1=CC=CC=C1)C Ethyl (S)-3-(2-((1-(4-(6-amino-9H-purin-9-yl)phenyl)ethyl)amino)ethyl)-5-benzyl-1-methyl-1H-pyrazole-4-carboxylate